CC1=C(C=NC(=C1)NC(C)C)C1=NN2C(N=CC=C2)=C1C(=O)N[C@@H]1C(NC2=C(C(=N1)C1=CC=CC=C1)C=CC=C2F)=O 2-[4-Methyl-6-(propan-2-ylamino)pyridin-3-yl]-N-[(3S)-9-fluoro-2-oxo-5-phenyl-1,3-dihydro-1,4-benzodi-azepin-3-yl]pyrazolo-[1,5-a]pyrimidine-3-carboxamide